2-fluoro-4-(3-(piperidin-4-yl)-1H-pyrazol-5-yl)pyridine FC1=NC=CC(=C1)C1=CC(=NN1)C1CCNCC1